1,4-dihydroxyl-5,8-dichloroanthraquinone OC1=CC=C(C=2C(C3=C(C=CC(=C3C(C12)=O)Cl)Cl)=O)O